tert-butyl 8-((tert-butyldiphenylsilyl) oxy)-3-hydroxy-2,2-dimethyloctanoate [Si](C1=CC=CC=C1)(C1=CC=CC=C1)(C(C)(C)C)OCCCCCC(C(C(=O)OC(C)(C)C)(C)C)O